N-methyl-N-phenylpyrazin-3-amine CN(C=1C=NC=CN1)C1=CC=CC=C1